2-([1,1':2',1''-terphenyl]-2-yl)-4-phenyl-6-(3-(4,4,5,5-tetramethyl-1,3,2-dioxaborolan-2-yl)phenyl)-1,3,5-triazine C1(=C(C=CC=C1)C1=NC(=NC(=N1)C1=CC=CC=C1)C1=CC(=CC=C1)B1OC(C(O1)(C)C)(C)C)C=1C(=CC=CC1)C1=CC=CC=C1